2-((S)-2-((S)-1-(7,8-Dichloro-4-(1H-Imidazol-1-Yl)Quinolin-2-Yl)Pyrrolidin-2-Yl)-2-Hydroxyethoxy)Acetic Acid ClC1=CC=C2C(=CC(=NC2=C1Cl)N1[C@@H](CCC1)[C@@H](COCC(=O)O)O)N1C=NC=C1